4-[amino(4,5-dichloro-2-hydroxyphenyl)methyl]benzonitrile NC(C1=CC=C(C#N)C=C1)C1=C(C=C(C(=C1)Cl)Cl)O